C(C)C(CO)CC(CCCC)CC 2,4-diethyl-octanol